TRIMETHYL-BENZOYL-DIPHENYLPHOSPHINE OXIDE CC1=C(C(=C(C=C1)P(C1=CC=CC=C1)(C(C1=CC=CC=C1)=O)=O)C)C